15-oxo-eicosatetraenoic acid CCCCCC(=O)/C=C/C=C\C/C=C/C/C=C/CCCC(=O)O